N-({5-[5-(difluoromethyl)-1,3,4-oxadiazol-2-yl]-1,3-thiazol-2-yl}methyl)-N-{4H,6H,7H-pyrazolo[3,2-c][1,4]oxazin-2-yl}ethane-1-sulfonamide FC(C1=NN=C(O1)C1=CN=C(S1)CN(S(=O)(=O)CC)C=1C=C2COCCN2N1)F